FC1=C(C=CC(=C1)F)C1=CC(=CC(=C1)C)[C@H](CC(=O)[O-])NC(=O)NC=1C(N(C(=CC1[O-])C)C)=O.[Na+].[Na+] Natrium (S)-3-(2',4'-Difluoro-5-methylbiphenyl-3-yl)-3-(3-(1,6-dimethyl-4-oxido-2-oxo-1,2-dihydropyridin-3-yl)ureido)propanoat